3-(2-Methoxy-ethoxy)-propionic acid COCCOCCC(=O)O